FC=1C=NC=C(C1C(C)=O)OCF 1-[3-fluoro-5-(fluoromethoxy)pyridin-4-yl]ethan-1-one